CC1(OC=2C=C(C(=C(C2C2=C1C=CC(=C2)C)O)C2=NC=CN=C2)CCCCC)C 6,6,9-trimethyl-3-pentyl-2-(pyrazin-2-yl)-6H-benzo[c]chromen-1-ol